nickel-palladium carbon [C].[Pd].[Ni]